C1=CC(=C(C(=C1)C(=O)O)C(=O)O)C(=O)O benzenetricarboxylic acid